CC1(CN(C2=CC=CC=C12)C(=O)OC(C)(C)C)C(=O)OC (tert-butyl) 3-methyl 3-methylindoline-1,3-dicarboxylate